C1(CCCCC1)C=1N=C2C(=NC1)NC=C2 cyclohexyl-5H-pyrrolo[2,3-b]pyrazine